CN1CCCN(C1=O)C 1,3-dimethyl-propyleneurea